[N+](=O)([O-])C1=C(C=2C(=NSN2)C=C1)N 5-nitrobenzo[c][1,2,5]thiadiazol-4-amine